The molecule is a medium-chain fatty acyl-CoA that results from the formal condensation of the thiol group of coenzyme A with the carboxy group of heptanoic acid. It derives from a coenzyme A and a heptanoic acid. It is a conjugate acid of a heptanoyl-CoA(4-). CCCCCCC(=O)SCCNC(=O)CCNC(=O)[C@@H](C(C)(C)COP(=O)(O)OP(=O)(O)OC[C@@H]1[C@H]([C@H]([C@@H](O1)N2C=NC3=C(N=CN=C32)N)O)OP(=O)(O)O)O